C1(CCCCC1)(C1=CC=C(N)C=C1)C1=CC=C(N)C=C1 4,4'-cyclohexylidenedianiline